CC1=CC=C(C=C1)S(=O)(=O)OC1=CC(=C(C=C1)Br)OCOC 4-bromo-3-methoxymethoxyphenyl 4-methylbenzenesulfonate